The molecule is an UDP-D-galacturonic acid. It has a role as a mouse metabolite. It derives from an alpha-D-galacturonic acid. It is a conjugate acid of an UDP-alpha-D-galacturonate(3-). C1=CN(C(=O)NC1=O)[C@H]2[C@@H]([C@@H]([C@H](O2)COP(=O)(O)OP(=O)(O)O[C@@H]3[C@@H]([C@H]([C@H]([C@H](O3)C(=O)O)O)O)O)O)O